bis(2,4,6-trimethylpyridyl)iodonium hexafluorophosphate F[P-](F)(F)(F)(F)F.CC1=NC(=CC(=C1[I+]C=1C(=NC(=CC1C)C)C)C)C